C1(CC1)C1=NC=C(C=N1)C(=O)NC=1C=CC(=NC1)C=1N=NN(C1NC(O[C@H](C)C=1C(=NC=C(C1)F)F)=O)C (R)-1-(2,5-difluoropyridin-3-yl)ethyl (4-(5-(2-cyclopropyl-pyrimidine-5-carboxamido) pyridin-2-yl)-1-methyl-1H-1,2,3-triazol-5-yl)carbamate